1-(benzyloxy)-7,10-dihydro-7,10-methanopyrido[4,3-c]azocin-5(6H)-one C(C1=CC=CC=C1)OC1=NC=CC=2C(NC3C=CC(C21)C3)=O